C(C)OC(=O)C1=CC=2C=3N(CCCC2S1)N=CC3Br 1-bromo-6,7-dihydro-5H-pyrazolo[1,5-a]thieno[3,2-c]azepine-9-carboxylic acid ethyl ester